C(C1=CC=CC=C1)N1C(C(CCC1)C1CCCC1)=O 1-benzyl-3-cyclopentylpiperidin-2-one